FS(=O)(=O)C(=O)O fluorosulfonyl-carboxylic acid